2-((E)-((4-cyclopropylpiperazin-1-yl)imino)methyl)-6-fluoro-4-((E)-4-(pyrrolidin-1-yl)styryl)phenol C1(CC1)N1CCN(CC1)\N=C\C1=C(C(=CC(=C1)\C=C\C1=CC=C(C=C1)N1CCCC1)F)O